2-((4-phenylbenzyl)amino)leucine ethyl ester C(C)OC([C@@](N)(CC(C)C)NCC1=CC=C(C=C1)C1=CC=CC=C1)=O